6-bromo-N,N-bis(4-methyl-[1,1'-biphenyl]-3-yl)pyrene-1-amine BrC1=C2C=CC3=CC=C(C4=CC=C(C=C1)C2=C43)N(C=4C=C(C=CC4C)C4=CC=CC=C4)C=4C=C(C=CC4C)C4=CC=CC=C4